C(C=C)(=O)OC(CCCCCCCCC)(CC)C methylethyldecyl acrylate